ethylthio-1,4-cyclohexanedithiol C(C)SC1(CCC(CC1)S)S